C1(CC1)COC=1C=C(C(=O)O)C=C(C1)C 3-(Cyclopropylmethoxy)-5-methylbenzoic acid